ClCCN1CC2CCC(C1)C2=O 3-(2-chloroethyl)-3-azabicyclo[3.2.1]octan-8-one